C(CC)OC(C)=O ACETIC ACID-propyl ester